tert-butyl N-[3-[[2-[1-(benzenesulfonamido)-2-(3-carbamimidoylphenyl)ethyl]-1,3-benzothiazol-6-yl]oxy]propyl]carbamate C1(=CC=CC=C1)S(=O)(=O)NC(CC1=CC(=CC=C1)C(N)=N)C=1SC2=C(N1)C=CC(=C2)OCCCNC(OC(C)(C)C)=O